C1(=CC=CC=C1)NCCC(=O)O PhenylBeta-Alanine